FC(S(=O)(=O)OC=1C=C(C2=C(N(C(O2)=O)C)C1)C1CCOCC1)(F)F 3-methyl-2-oxo-7-(tetrahydro-2H-pyran-4-yl)-2,3-dihydrobenzo[d]oxazol-5-yl trifluoromethanesulfonate